butyl (3S,7S)-3-(tert-butoxycarbonyl amino)-3-(hydroxymethyl)-7-methyl-4,7-dihydro-2H-azepine-1-carboxylate C(C)(C)(C)OC(=O)N[C@@]1(CN([C@H](C=CC1)C)C(=O)OCCCC)CO